3-((1-(imidazo[1,2-a]pyrazin-3-yl)azetidin-3-yl)amino)-4-methyl-N-(5-(trifluoromethyl)pyridin-3-yl)benzamide N=1C=C(N2C1C=NC=C2)N2CC(C2)NC=2C=C(C(=O)NC=1C=NC=C(C1)C(F)(F)F)C=CC2C